COC1=C(C=C(C=C1)C)[C@@]1([C@@H](C1)C1=NC=CC=C1)C(=O)NS(=O)(=O)C=1C=2C=CC(=NC2C=CC1)C (1R,2R)-1-(2-methoxy-5-methylphenyl)-N-(2-methylquinoline-5-sulfonyl)-2-(pyridin-2-yl)cyclopropane-1-carboxamide